C(CCCCCCCC(=O)[O-])(=O)OC(C)(C)C tertiary butyl azelate